(1R,5S,6r)-benzyl 6-((tert-butoxycarbonyl)amino)-3-azabicyclo[3.1.0]hexane-3-carboxylate C(C)(C)(C)OC(=O)NC1[C@@H]2CN(C[C@H]12)C(=O)OCC1=CC=CC=C1